ClC1=C(C=C2C(=N1)CN(C2)CC2=CC=C(C=C2)OC)OC 2-chloro-3-methoxy-6-(4-methoxybenzyl)-6,7-dihydro-5H-pyrrolo[3,4-b]Pyridine